CC1(COCC1)NC(O[C@H]1C[C@H](CC1)C1=CC(=NN1)NC(CC1COC2=C1C=CC=C2)=O)=O (1R,3S)-3-(3-{[(3ξ)-2,3-dihydro-1-benzofuran-3-ylacetyl]amino}-1H-pyrazol-5-yl)cyclopentyl [(3ξ)-3-methyltetrahydro-furan-3-yl]carbamate